Methyl octafluorobutyl ether FC(C(C(F)(F)OC)(F)F)C(F)(F)F